tert-butyl 4-(4-cyano-3-(4-(methylsulfonyl)piperazin-1-yl)-5,6,7,8-tetrahydro-2,6-naphthyridin-1-yl)piperazine-1-carboxylate C(#N)C1=C(N=C(C=2CCNCC12)N1CCN(CC1)C(=O)OC(C)(C)C)N1CCN(CC1)S(=O)(=O)C